N-(2-methoxypyridin-3-yl)-3-((piperidin-4-ylmethyl)imino)-5-(4-(trifluoromethoxy)phenyl)-3,5-dihydrophenazin-2-amine hydrochloride Cl.COC1=NC=CC=C1NC1=CC2=NC3=CC=CC=C3N(C2=CC1=NCC1CCNCC1)C1=CC=C(C=C1)OC(F)(F)F